[Si](O)(O)(O)O.C(C)(CC)O.C(C)(CC)O bis(sec-butanol) orthosilicate